N,N1-Bis-(2-fluorophenyl)-6-morpholine-4-yl-[1,3,5]triazine-2,4-diamine hydrochloride Cl.FC1=C(C=CC=C1)NC1N(C(=NC(=N1)N)N1CCOCC1)C1=C(C=CC=C1)F